4-(1,1-difluoropropan-2-yl)picolinic acid FC(C(C)C1=CC(=NC=C1)C(=O)O)F